C(C1=CC=CC=C1)C1(NC=C(C(=N1)NC1=CC(=CC=C1)C(F)(F)F)Cl)N 2-benzyl-5-chloro-N4-(3-(trifluoromethyl)phenyl)pyrimidine-2,4-diamine